N-(4-(piperazin-1-yl)phenyl)-8-(pyridin-2-yl)quinazolin-2-amine N1(CCNCC1)C1=CC=C(C=C1)NC1=NC2=C(C=CC=C2C=N1)C1=NC=CC=C1